C(C)(C)(C)OC(=O)N1CC(CC1)(CO)N1N=C(C2=CC=C(C=C12)F)Br 3-(3-bromo-6-fluoro-indazol-1-yl)-3-(hydroxymethyl)pyrrolidine-1-carboxylic acid tert-butyl ester